C(C)C1=C2C(=CC(=CC2=CC=C1F)O)C1=C(C=2N=C(N=C(C2C=N1)N1CCOCC2(CCOCC2)C1)OC[C@]12CCCN2C[C@@H](C1)F)F 5-ethyl-6-fluoro-4-(8-fluoro-2-(((2R,7aS)-2-fluorohexahydro-1H-pyrrolizin-7a-yl)methoxy)-4-(3,8-dioxa-11-azaspiro[5.6]dodecan-11-yl)pyrido[4,3-d]pyrimidin-7-yl)naphthalen-2-ol